C1C(CC12COC2)NC=2C1=C(N=C(N2)N2CC(C2)OC(=O)C=2N=CSC2)CC[S+]1[O-] [1-[4-(6-Oxaspiro[3.3]heptan-2-ylamino)-5-oxido-6,7-dihydrothieno[3,2-d]pyrimidin-5-ium-2-yl]azetidin-3-yl]-thiazol-4-carboxylat